NC1=NC=C(C(=C1)COC=1C(=NC=C(N1)C1=CC(=C2CCN(CC2=C1)C)C)N)C1CC1 ((2-amino-5-cyclopropylpyridin-4-yl)methoxy)-5-(2,5-dimethyl-1,2,3,4-tetrahydroisoquinolin-7-yl)pyrazin-2-amine